C1(=CC=CC=C1)N1CC(C1)C1=CC(=NC=C1)C#N 4-(1-phenylazetidin-3-yl)pyridine-2-carbonitrile